[C-]1(C=CC=C1)CCCCC(=O)O.[CH-]1C=CC=C1.[Fe+2] 5-ferrocenyl-valeric acid